NC1=C(N=CC2=C(C=CC=C12)C=1C(=NNC1)OC)C(=O)NCCC 4-amino-8-(3-methoxy-1H-pyrazol-4-yl)-N-propylisoquinoline-3-carboxamide